C[Si]1(C2=C(C=CC(=C2)OS(=O)(=O)C(F)(F)F)C2(OC(C3=CC=C(C=C23)C(=O)OC(C)(C)C)=O)C2=C1C=C(C=C2)OS(=O)(=O)C(F)(F)F)C tert-butyl 5,5-dimethyl-3'-oxo-3,7-bis(((trifluoromethyl)sulfonyl)oxy)-3'H,5H-spiro[dibenzo[b,e]siline-10,1'-isobenzofuran]-6'-carboxylate